Cl.N1CCC(CC1)C1=CNC2=CC=CC=C12 3-(piperidin-4-yl)-1H-indole hydrochloride